CSC=1SC=CC1 (methylsulfanyl)thiophen